[Si](C)(C)(C(C)(C)C)OC[C@@H]1OC2=C(OC1)C=CC(=C2)C#N (R)-3-(((tert-butyldimethylsilyl)oxy)methyl)-2,3-dihydrobenzo[b][1,4]dioxin-6-carbonitrile